C[C@@H](C[C@H](C)O)O (2S,4S)-2,4-pentanediol